3-(4-methoxyphenyl)-2-buten-1-al COC1=CC=C(C=C1)C(=CC=O)C